(S)-3-(1'-((3-(1-(difluoromethyl)-1H-pyrazol-4-yl)phenyl)methyl-d2)-6-oxo-6,8-dihydro-2H,7H-spiro[furo[2,3-e]isoindol-3,4'-piperidin]-7-yl)piperidine-2,6-dione FC(N1N=CC(=C1)C=1C=C(C=CC1)C(N1CCC2(CC1)COC1=C3CN(C(C3=CC=C12)=O)[C@@H]1C(NC(CC1)=O)=O)([2H])[2H])F